4-METHYLPENTYL 4-METHYLVALERATE CC(CCC(=O)OCCCC(C)C)C